NC=1C=C(C=CC1OC)N1CC(N(CC1)C)CO (4-(3-amino-4-methoxyphenyl)-1-methylpiperazin-2-yl)methanol